C[C@@H]1C[C@H](CC2=CC[C@H](C[C@]12C)C(=C)C)O The molecule is an eremorphilane sesquiterpenoid that is (+)-5-epi-aristolochene in which the pro-R hydrogen at position 2 has been replaced by a hydroxy group. It is a carbobicyclic compound, an eremophilane sesquiterpenoid, a member of octahydronaphthalenes, a secondary alcohol and a homoallylic alcohol. It derives from a (+)-5-epi-aristolochene.